ethyl (R)-2-(3-(2-(5-((4,6-difluoro-1H-indol-5-yl)oxy)-2-fluorophenyl)-1H-imidazol-5-yl)chroman-8-yl)acetate FC1=C2C=CNC2=CC(=C1OC=1C=CC(=C(C1)C=1NC(=CN1)[C@@H]1COC2=C(C=CC=C2C1)CC(=O)OCC)F)F